(3S,4R)-N-(2-(1,3-dioxolan-2-yl)-3-(2,2,2-trifluoroethyl)benzo[b]thiophen-7-yl)-3-fluoro-1-methylpiperidin-4-amine O1C(OCC1)C1=C(C2=C(S1)C(=CC=C2)N[C@H]2[C@H](CN(CC2)C)F)CC(F)(F)F